1-(4-fluorophenyl)-2-oxo-1,2-dihydropyridine-3-carboxamide FC1=CC=C(C=C1)N1C(C(=CC=C1)C(=O)N)=O